2-((S)-2,2-difluorocyclopropyl)acetamide FC1([C@H](C1)CC(=O)N)F